2-Chloro-5-{[(3,3-dimethylbutanoyl)amino]methyl}-N-{1-[3-methyl-4-(trifluoromethoxy)phenyl]-1H-indazol-4-yl}benzamide ClC1=C(C(=O)NC2=C3C=NN(C3=CC=C2)C2=CC(=C(C=C2)OC(F)(F)F)C)C=C(C=C1)CNC(CC(C)(C)C)=O